dibutoxy sebacate C(CCCCCCCCC(=O)OOCCCC)(=O)OOCCCC